BrCCN1C(N=C2C=CC=CC2=C1)C1=CC=CC=C1 3-(2-bromoethyl)-2-phenylquinazolin